C(#N)[C@H]1N(CSC1)C(CNC(=O)C1=CC=NC2=CC=C(C=C12)N1CCC2(COC2)CC1)=O (R)-N-(2-(4-Cyanothiazolidin-3-yl)-2-oxoethyl)-6-(2-oxa-7-azaspiro[3.5]-nonan-7-yl)quinoline-4-carboxamide